ClC1=CC=C(CNC(NCCCCCC(=O)N(C2=CC=NC=C2)C)=O)C=C1 6-(3-(4-chlorobenzyl)ureido)-N-methyl-N-(pyridin-4-yl)hexanamide